Pentamethylcyclopentadienyl-dimethyl-(1-n-butyl-1,5,6,7-tetrahydro-s-indacenyl)hafnium CC1=C(C(=C(C1([Hf](C1(C=CC2=CC=3CCCC3C=C12)CCCC)(C)C)C)C)C)C